1-isopropyl-2-methyl-6-(5-(pyridin-3-yl)-1H-pyrrolo[2,3-b]pyridin-3-yl)-1H-imidazo[4,5-c]pyridine C(C)(C)N1C(=NC=2C=NC(=CC21)C2=CNC1=NC=C(C=C12)C=1C=NC=CC1)C